tert-butyl (trans-4-ethynylcyclohexyl)carbamate C(#C)[C@@H]1CC[C@H](CC1)NC(OC(C)(C)C)=O